ClC1=C(C=C2C(N(CC2=C1)C1C(NC(CC1)=O)=O)=O)C#N 6-chloro-2-(2,6-dioxopiperidin-3-yl)-3-oxoisoindoline-5-carbonitrile